(Z)-3,7-dimethylnona-1,6-dien-3-yl cinnamate C(C=CC1=CC=CC=C1)(=O)OC(C=C)(CC\C=C(/CC)\C)C